OB1C2=C(C=NO1)C=C(C=C2)C2=C(C=CC=C2)N[C@@H](C)C=2C=C(C=C1C(C(=C(OC21)C2=CC=CC=C2)C)=O)C (S)-8-(1-((2-(1-hydroxy-1H-benzo[d][1,2,6]oxazaborinin-6-yl)phenyl)amino)ethyl)-3,6-dimethyl-2-phenyl-4H-chromen-4-one